NC1=C(C2=C(S1)C([C@](CC2)(CC2CC2)CCC#N)=O)C(=O)NC2CC2 (S)-2-Amino-6-(2-cyanoethyl)-N-cyclopropyl-6-(cyclopropylmethyl)-7-oxo-4,5,6,7-tetrahydrobenzo[b]thiophene-3-carboxamide